N-(2-(5-methoxy-1H-pyrrolo[2,3-b]pyridin-3-yl)ethyl)-N-methylpropan-2-amine COC=1C=C2C(=NC1)NC=C2CCN(C(C)C)C